CC1=CC=C(C=N1)C1=CC=C(C=C1)[C@@H]1OCC[C@@H]1NS(=O)(=O)C(C)C N-{cis-2-[4-(6-methyl-3-pyridinyl)phenyl]tetrahydro-3-furanyl}-2-propanesulfonamide